CN1N=NC(=C1NC(O[C@H](C)C=1C(=NC=C(C1)F)F)=O)C1=NC=C(C=C1)NC(C1=CN=C(C=C1)C)=O (R)-1-(2,5-difluoropyridin-3-yl)ethyl (1-methyl-4-(5-(6-methyl-nicotinamido) pyridin-2-yl)-1H-1,2,3-triazol-5-yl)carbamate